7-(4-chloro-5-fluoro-2-nitrophenoxy)-[1,2,4]triazolo[1,5-a]pyridine ClC1=CC(=C(OC2=CC=3N(C=C2)N=CN3)C=C1F)[N+](=O)[O-]